CC1(OB(OC1(C)C)CC1(CCN(CC1)C(=O)OC(C)(C)C)C(=O)OCC)C 1-tert-butyl 4-ethyl 4-((4,4,5,5-tetramethyl-1,3,2-dioxaborolan-2-yl) methyl)piperidine-1,4-dicarboxylate